2,6-Difluoro-3-(5-fluoro-1-methyl-6-(7-(methylsulfonyl)-4,7-diazaspiro[2.5]octan-4-yl)-1H-pyrazolo[3,4-b]pyridin-3-yl)-5-(trifluoromethyl)phenol FC1=C(C(=C(C=C1C1=NN(C2=NC(=C(C=C21)F)N2C1(CC1)CN(CC2)S(=O)(=O)C)C)C(F)(F)F)F)O